FC(C1=CC(=NC(=C1)C1=CC=C(C=C1)C)C1=CC=C(C=C1)C)F 4-(difluoromethyl)-2,6-di-p-tolylpyridine